3,6-dibromo-9-(4-iodophenyl)-9H-carbazole BrC=1C=CC=2N(C3=CC=C(C=C3C2C1)Br)C1=CC=C(C=C1)I